C(C(CC(C)O)O)O 1,2,4-pentanetriol